2-(3-((1R,2S)-1-fluoro-1-(4-methyl-4H-1,2,4-triazol-3-yl)propan-2-yl)phenyl)-4-(trifluoromethyl)isoindolin-1-one F[C@H]([C@@H](C)C=1C=C(C=CC1)N1C(C2=CC=CC(=C2C1)C(F)(F)F)=O)C1=NN=CN1C